5,7-Dichloro-8-fluoro-2-methylsulfanyl-3H-pyrido[4,3-d]pyrimidin-4-one ClC1=NC(=C(C=2N=C(NC(C21)=O)SC)F)Cl